ClC1=CC=C(C=C1)CCC(=O)NC1=C(C=C(OC2CN(C2)CC=2C=CC=C(C(=O)[O-])C2)C=C1)C(=O)OC 5-((3-(4-(3-(4-chlorophenyl)-propanamido)-3-(methoxycarbonyl)phenoxy)azetidin-1-yl)methyl)benzoate